COC=1C=C2C(=NC=NC2=CC1OC)C1=CC=C(CS(=O)(C)=N)C=C1 (4-(6,7-dimethoxyquinazolin-4-yl)benzyl)(imino)(methyl)-λ6-sulfanone